samarium-europium gadolinium [Gd].[Eu].[Sm]